N-(2-((1S,3S,5S)-3-Cyano-2-azabicyclo[3.1.0]hexan-2-yl)-2-oxoethyl)-6-ethyl-2-methylquinoline-4-carboxamide C(#N)[C@H]1N([C@H]2C[C@H]2C1)C(CNC(=O)C1=CC(=NC2=CC=C(C=C12)CC)C)=O